((Propane-1,3-diylbis(oxy))bis(5-methoxy-2-nitro-4,1-phenylene))bis(((S)-2-(hydroxymethyl)pyrrolidin-1-yl)methanone) C(CCOC1=CC(=C(C=C1OC)C(=O)N1[C@@H](CCC1)CO)[N+](=O)[O-])OC1=CC(=C(C=C1OC)C(=O)N1[C@@H](CCC1)CO)[N+](=O)[O-]